8-thia-2-azaspiro[4.5]decane 8,8-dioxide hydrochloride Cl.C1NCCC12CCS(CC2)(=O)=O